O.NC(=O)OCC urethane compound with water